C(C)(C)C1=C(C=CC=C1)C=1N=C(C2=C(N1)C=CO2)NCC2=CC=C(C=C2)C2=NC=CC=C2 2-(2-isopropylphenyl)-N-(4-(pyridin-2-yl)benzyl)furo[3,2-d]pyrimidin-4-amine